C[C@@]12CC[C@@H]([C@H]1CC[C@H]3[C@]2(CC[C@@H]4[C@@]3(CCC(=O)C4(C)C)C)C)[C@@]5(CC[C@@H](O5)C(C)(C)O)C The molecule is a tetracyclic triterpenoid isolated from Aglaia abbreviata. It has a role as a plant metabolite. It is a tetracyclic triterpenoid, a cyclic terpene ketone, a tertiary alcohol and a member of oxolanes. It derives from a hydride of a dammarane.